((5R)-7,7-dimethyl-5-phenyl-4,5,6,7-tetrahydropyrazolo[1,5-a]pyrimidin-3-yl)(1-(3-(trifluoromethyl)phenyl)-3-azabicyclo[3.1.0]hex-3-yl)methanone CC1(C[C@@H](NC=2N1N=CC2C(=O)N2CC1(CC1C2)C2=CC(=CC=C2)C(F)(F)F)C2=CC=CC=C2)C